methyl 4-(1-(diphenylphosphoryl)-2-(4,4,5,5-tetramethyl-1,3,2-dioxaborolan-2-yl)allyl)benzoate C1(=CC=CC=C1)P(=O)(C1=CC=CC=C1)C(C(=C)B1OC(C(O1)(C)C)(C)C)C1=CC=C(C(=O)OC)C=C1